FC1=C(C=CC(=C1)C(F)(F)F)CN1CC2(C1)CCN(CC2)C(=O)N2C[C@@H](CC2)C2=NN=CN2 [2-[[2-Fluoro-4-(trifluoromethyl)phenyl]methyl]-2,7-diazaspiro[3.5]nonan-7-yl]-[(3R)-3-(4H-1,2,4-triazol-3-yl)pyrrolidin-1-yl]methanone